6-(6-fluoro-5-methyl-3-pyridinyl)-2-[(4-fluorophenoxy)methyl]imidazo[1,2-a]pyrimidine FC1=C(C=C(C=N1)C=1C=NC=2N(C1)C=C(N2)COC2=CC=C(C=C2)F)C